Cl.COC([C@@H](NCC1=CC=CC=C1)CC1=CC=CC=C1)=O Benzyl-L-phenylalanine methyl ester HCl